3-(4-ethylphenyl)-5-(4-(4-(2-hydroxyethyl)piperazin-1-yl)benzylidene)-1-methyl-2-selenoxoimidazolidin-4-one C(C)C1=CC=C(C=C1)N1C(N(C(C1=O)=CC1=CC=C(C=C1)N1CCN(CC1)CCO)C)=[Se]